4-((2-oxopyridin-1(2H)-yl)methylbenzyl)picolinamide O=C1N(C=CC=C1)CC(C1=CC=CC=C1)C1=CC(=NC=C1)C(=O)N